(3R,5R)-5-(1-(tert-butyl)-3-(1-methyl-3-(2-(trifluoromethoxy)ethyl)-1H-pyrazole-5-carboxamido)-1H-pyrazol-5-yl)tetrahydrofuran-3-yl (1-methylcyclopropyl)carbamate CC1(CC1)NC(O[C@H]1CO[C@H](C1)C1=CC(=NN1C(C)(C)C)NC(=O)C1=CC(=NN1C)CCOC(F)(F)F)=O